1-((7-(3,3-Difluorocyclopentan-1-carbonyl)-10-hydroxy-7-azaspiro[4.5]decan-10-yl)methyl)-N,N-dimethyl-6-oxo-4-phenyl-1,6-dihydropyridin-3-carboxamid FC1(CC(CC1)C(=O)N1CC2(CCCC2)C(CC1)(O)CN1C=C(C(=CC1=O)C1=CC=CC=C1)C(=O)N(C)C)F